3-(tert-butyl)-1-(3,5-difluorophenyl)-1H-pyrazol-5-amine C(C)(C)(C)C1=NN(C(=C1)N)C1=CC(=CC(=C1)F)F